ClC1=C(C=CC=C1)C1=C(C(=CC=C1)NC(=O)[C@H]1N(C[C@@H](C1)F)C(CN1N=C(C2=C1C=C(S2)C=2C=NC(=NC2)C)C(=O)N)=O)F (2-((2S,4R)-2-((2'-chloro-2-fluoro-[1,1'-biphenyl]-3-yl)carbamoyl)-4-fluoropyrrolidin-1-yl)-2-oxoethyl)-5-(2-methylpyrimidin-5-yl)-1H-thieno[3,2-c]pyrazole-3-carboxamide